Cl.N[C@@H](C)C1=C(N=C(O1)C1=CC(=C(C=C1)OC(F)F)OCC1CC1)CNC(=O)C1=C(C=C(C(=O)OC)C=C1)F methyl (S)-4-(((5-(1-aminoethyl)-2-(3-(cyclopropylmethoxy)-4-(difluoromethoxy) phenyl) oxazol-4-yl) methyl) carbamoyl)-3-fluorobenzoate hydrochloride